NC1=NC=2C=NC(=CC2C2=C1COC2)C(=O)N2[C@H](COCC2)C2=CC=C(C=C2)CC(F)(F)F (4-amino-1,3-dihydrofuro[3,4-c][1,7]naphthyridin-8-yl)((3S)-3-(4-(2,2,2-trifluoroethyl)phenyl)-4-morpholinyl)methanone